C[Si](C#CC=1SC(=CN1)C)(C)C trimethyl-[2-(5-methylthiazol-2-yl)ethynyl]Silane